4-[3-(2,4-dioxotetrahydropyrimidin-1(2H)-yl)-1-methyl-1H-indazol-6-yl]-3,6-dihydro-pyridine-1(2H)-carboxylic acid tert-butyl ester C(C)(C)(C)OC(=O)N1CCC(=CC1)C1=CC=C2C(=NN(C2=C1)C)N1C(NC(CC1)=O)=O